[Cl-].S1C2=C(C=C1)C(=CC=C2)N2CC[N+](CC2)(COC(CC2=CC=CC=C2)=O)CCCCOC2=CC=C1C=CC(NC1=C2)=O 4-(benzo[b]thiophen-4-yl)-1-(4-(2-oxo-1,2-dihydroquinolin-7-yloxy)butyl)-1-((2-phenylacetoxy)methyl)piperazin-1-ium chloride